6-(bromomethyl)thieno[3,2-b]pyridine BrCC=1C=C2C(=NC1)C=CS2